tert-butyl 2-((3-(difluoro(4-fluorophenyl)methyl)-1,2,4-oxadiazol-5-yl)methyl)acrylate FC(C1=NOC(=N1)CC(C(=O)OC(C)(C)C)=C)(C1=CC=C(C=C1)F)F